1,4-bis(4-(tert-butyl)phenyl)butane-1,4-dione C(C)(C)(C)C1=CC=C(C=C1)C(CCC(=O)C1=CC=C(C=C1)C(C)(C)C)=O